C[C@@H]1N(CCN(C1)C=1C=CC=2N=CN=C(C2N1)NC1=CC(=C(C=C1)OC1=CC=2N(C=C1)N=CN2)C)C(=O)OC(C)(C)C tert-butyl (2S)-2-methyl-4-{4-[(3-methyl-4-{[1,2,4]triazolo[1,5-a]pyridin-7-yloxy}phenyl)amino]pyrido[3,2-d]pyrimidin-6-yl}piperazine-1-carboxylate